ClC=1C=C2C(=CC=NC2=CC1OC)N1CCC2(CCN(C2)[SH2](=O)C=N)CC1 (S)-[8-(6-chloro-7-methoxyquinolin-4-yl)-2,8-diazaspiro[4.5]decan-2-yl](imino)methyl-λ6-sulfanone